CSC1=NNC(=C1)CNCCCO 3-[(3-methylsulfanyl-1H-pyrazol-5-yl)methylamino]propan-1-ol